C(C)C1=C(C(=C(C=C1)O)OC(C)(C)C(C)C)CC bis-ethylthexyloxyphenol